ClC1=CNC2=NC=C(C=C21)C2=NN1C(C3(CCC1)CCN(CC3)C(=O)NCC)=C2 2'-(3-chloro-1H-pyrrolo[2,3-b]pyridin-5-yl)-N-ethyl-6',7'-dihydro-5'H-spiro[piperidine-4,4'-pyrazolo[1,5-a]pyridine]-1-carboxamide